(5-(benzyloxy)-2-fluorophenyl)(6-(3-(2-chloro-5-fluorophenyl)-4-methyl-1H-pyrazol-1-yl)-2-azaspiro[3.3]heptan-2-yl)methanone C(C1=CC=CC=C1)OC=1C=CC(=C(C1)C(=O)N1CC2(C1)CC(C2)N2N=C(C(=C2)C)C2=C(C=CC(=C2)F)Cl)F